C#CCC\C=C\CCCC (5E)-5-decen-1-yne